ClC=1C=C(C=CC1Cl)C(C1=NN=C(O1)C1CNCC12CN(C2)C(=O)C2(C(C2)(F)F)C)(F)F (8-(5-((3,4-dichlorophenyl)difluoromethyl)-1,3,4-oxadiazol-2-yl)-2,6-diazaspiro[3.4]octan-2-yl)(2,2-difluoro-1-methylcyclopropyl)methanone